1-(2,2-difluorobenzo[d][1,3]dioxol-5-yl)propan-2-amine hydrochloride Cl.FC1(OC2=C(O1)C=CC(=C2)CC(C)N)F